N-(4-benzothiazol-2-yl-phenyl)-propioamide S1C(=NC2=C1C=CC=C2)C2=CC=C(C=C2)NC(CC)=O